2-(1-(2-(tert-butyloxy)-2-oxoethyl)-2-methylpyrrolidine-2-yl)-6-fluoro-1-tosyl-1H-indole-4-carboxylic acid methyl ester COC(=O)C=1C=2C=C(N(C2C=C(C1)F)S(=O)(=O)C1=CC=C(C)C=C1)C1(N(CCC1)CC(=O)OC(C)(C)C)C